2-Ethyl-1-(2-methoxy-4-((R*)-3,3,3-trifluoro-2-methylpropyl)phenyl)-N-(((1r,4R)-4-(methylsulfonyl)cyclohexyl)methyl)-1H-imidazole-4-carboxamide C(C)C=1N(C=C(N1)C(=O)NCC1CCC(CC1)S(=O)(=O)C)C1=C(C=C(C=C1)C[C@H](C(F)(F)F)C)OC |o1:28|